methoxybenzoylethylene COC(=C)C(C1=CC=CC=C1)=O